(S)-N-(5-(2-(1-(cyclopropylmethyl)piperidin-2-yl)acetamido)-2-methylpyridin-3-yl)-6-(1-methyl-1H-pyrazol-4-yl)pyrazolo[1,5-a]pyrazine-3-carboxamide C1(CC1)CN1[C@@H](CCCC1)CC(=O)NC=1C=C(C(=NC1)C)NC(=O)C=1C=NN2C1C=NC(=C2)C=2C=NN(C2)C